ethyl-phenyl-propyl-phenol C(C)C1=C(C(=C(C=C1)O)CCC)C1=CC=CC=C1